O[C@H](CCCCCCCCCCCCCCCCCCCCCCCCCCC)[C@H]1N(C(OC1)(C)C)C(=O)OC(C)(C)C tert-butyl (4S)-4-[(1R)-1-hydroxyoctacosyl]-2,2-dimethyl-oxazolidine-3-carboxylate